5-((3-chlorophenyl)amino)-N-hydroxy-2-methylimidazo[1,2-c]quinazoline-8-carboximidamide ClC=1C=C(C=CC1)NC1=NC=2C=C(C=CC2C=2N1C=C(N2)C)C(NO)=N